1-((7-((1aS,7bR)-6-chloro-3-((R)-pyrrolidin-3-yl)-1a,2,3,7b-tetrahydro-1H-cyclopropa[c]quinolin-4-yl)thieno[3,2-b]pyridin-2-yl)methyl)pyrrolidine-2,5-dione, formic acid salt C(=O)O.ClC1=CC=2[C@H]3[C@@H](CN(C2C(=C1)C1=C2C(=NC=C1)C=C(S2)CN2C(CCC2=O)=O)[C@H]2CNCC2)C3